C(C1=CC=CC=C1)[C@@H](C(=O)O)CNC(=O)OC(C)(C)C (2R)-2-benzyl-3-[(tert-butoxycarbonyl)amino]propionic acid